C1(C=CC(N1C1(C(C(=O)NC1=O)(S(=O)(=O)O)O)C(C1=CC=CC=C1)=O)=O)=O maleimidobenzoyl-hydroxysulfosuccinimide